R,R-tartrate C(=O)([O-])[C@H](O)[C@@H](O)C(=O)[O-]